CC1=NC=C(C=C1NC(=O)C1=NN=C2N1C=CC(=C2)C=2C=NNC2)NC(CN2[C@@H](CCC2)C)=O (R)-N-(2-methyl-5-(2-(2-methylpyrrolidin-1-yl)acetamido)pyridin-3-yl)-7-(1H-pyrazol-4-yl)-[1,2,4]triazolo[4,3-a]pyridine-3-carboxamide